ClC1=NC(=CC=2N1C=CN2)Cl 5,7-Dichloroimidazolo[1,2-c]pyrimidine